O1C=CC2=C1CCCC2=O 6,7-Dihydrobenzofuran-4(5H)-one